C(C1CO1)C1=C(C=CC=C1)C(C1=C(C=CC=C1)CC1CO1)C1=C(C=CC=C1)CC1CO1 tris(glycidyl-phenyl)methane